1,4-bis(4H-1,2,4-triazol-4-yl)benzene N=1N=CN(C1)C1=CC=C(C=C1)N1C=NN=C1